tert-Butyl (-)-3-((3-(((benzyloxy)carbonyl)amino)-propyl)amino)pyrrolidine-1-carboxylate C(C1=CC=CC=C1)OC(=O)NCCCNC1CN(CC1)C(=O)OC(C)(C)C